O.[Zn].[Mn] manganese zinc water